C(C)(=O)C1=C(OCC=2N=NN(C2)CC=2OC=C(C(C2)=O)O)C=C(C=C1)Cl 2-((4-((2-acetyl-5-chlorophenoxy)methyl)-1H-1,2,3-triazol-1-yl)methyl)-5-hydroxy-4H-pyran-4-one